NC(C(CCC(=O)OC(C)(C)C)N1C(C2=CC=C(C=C2C1)C=1N=C(N(C1)C)C1=CC=C(C=C1)C(F)(F)F)=O)=O tert-Butyl 5-amino-4-(5-(1-methyl-2-(4-(trifluoromethyl)phenyl)-1H-imidazol-4-yl)-1-oxoisoindolin-2-yl)-5-oxopentanoate